3-(2-(methyl-(phenyl)amino)phenyl)-1-(naphthalen-2-yl)prop-2-yn-1-one CN(C1=C(C=CC=C1)C#CC(=O)C1=CC2=CC=CC=C2C=C1)C1=CC=CC=C1